C1=C[C@@H]([C@@H]([C@H]1[NH2+]CC2=CNC3=C2C(=O)NC(=N3)N)O)O The molecule is an organic cation that is the conjugate acid of queuine, obtained by protonation of the secondary amino group; major species at pH 7.3. It is an ammonium ion derivative and an organic cation. It is a conjugate acid of a queuine.